OC1(C(=O)O)CC=CC=C1.FC1=C(C(=CC=C1)F)NC(C1=C(C=C(C(=C1)F)N1N=C2N(N=CC=C2)C1=O)O[C@H](C(F)(F)F)C)=O N-(2,6-difluorophenyl)-5-fluoro-4-(3-oxo[1,2,4]triazolo[4,3-b]pyridazin-2(3H)-yl)-2-{[(2S)-1,1,1-trifluoropropan-2-yl]oxy}benzamide 1-oxylbenzoate